6-chloro-1-(2,4-difluorophenyl)-4-oxo-N-[1-(trifluoromethoxy)propan-2-yl]-1,4-dihydro-1,8-naphthyridine-3-carboxamide ClC=1C=C2C(C(=CN(C2=NC1)C1=C(C=C(C=C1)F)F)C(=O)NC(COC(F)(F)F)C)=O